(R)-N-(2,6-Dioxopiperidin-3-yl)-2-fluoro-4-(3-oxoazetidin-1-yl)benzamide O=C1NC(CC[C@H]1NC(C1=C(C=C(C=C1)N1CC(C1)=O)F)=O)=O